C1=CC=C(C=C1)C2=CC=C(C=C2)CCC(=O)O 3-(4-biphenyl)propionic acid